COC1=CC=C(CNC2=C(N=CC3=C(C=CC=C23)Br)C(=O)O)C=C1 4-((4-methoxybenzyl)amino)-8-bromo-isoquinoline-3-carboxylic acid